2-(2'-ethyl-3'-fluoro-4'-((6-(methylsulfonyl)-2,6-diazaspiro[3.3]heptan-2-yl)methyl)-[1,1'-biphenyl]-4-yl)-1,1,1,3,3,3-hexafluoropropan-2-ol C(C)C1=C(C=CC(=C1F)CN1CC2(C1)CN(C2)S(=O)(=O)C)C2=CC=C(C=C2)C(C(F)(F)F)(C(F)(F)F)O